ClC1=C(C(=CC(=C1)C(F)(F)F)Cl)N1C[C@H](CN(S1(=O)=O)CC(=O)NC1C2CC3(CC(CC1C3)C2)C(=O)N)C 4-(2-((S)-6-(2,6-dichloro-4-(trifluoromethyl)phenyl)-4-methyl-1,1-dioxido-1,2,6-thiadiazinan-2-yl)acetamido)adamantan-1-carboxamide